2-fluoro-benzonitrile hemi-fumarate C(\C=C\C(=O)O)(=O)O.FC1=C(C#N)C=CC=C1.FC1=C(C#N)C=CC=C1